ethyl 1-(4-chloro-2-(5-chloro-6-oxo-1,6-dihydropyridazin-4-yl) phenyl)-4-(trifluoromethyl)-1H-1,2,3-triazole-5-carboxylate ClC1=CC(=C(C=C1)N1N=NC(=C1C(=O)OCC)C(F)(F)F)C=1C=NNC(C1Cl)=O